N[C@H]1[C@H]2[C@@]34C(CN([C@@H]([C@H]3CC1)CC1=CC=C(C(=C14)O2)OCC2=CC=CC=C2)CC2CC2)(F)F (4R,4aS,7R,7aR,12bR)-7-amino-9-(benzyloxy)-3-(cyclopropylmethyl)-1,1-difluoro-1,2,3,4,5,6,7,7a-octahydro-4aH-4,12-methanobenzofuro[3,2-e]isoquinolin